5,6-bis(t-butoxycarbonyl)-bicyclo[2.2.1]hept-2-ene C(C)(C)(C)OC(=O)C1C2C=CC(C1C(=O)OC(C)(C)C)C2